[La].[Zn].[Cu] copper-zinc-lanthanum